OC(=O)C(F)(F)F.NCCCN(C(=O)C1CC(C1)(F)F)C N-(3-aminopropyl)-3,3-difluoro-N-methylcyclobutane-1-carboxamide TFA Salt